BrC1=CC=C(C=C1)C1=CC=C(N=N1)C(=O)N1CC(C1)OC [6-(4-bromophenyl)pyridazin-3-yl]-(3-methoxyazetidin-1-yl)methanone